(5R)-tert-butyl 2-(3,5-dichlorophenyl)-5-methylpiperazine-1-carboxylate ClC=1C=C(C=C(C1)Cl)C1N(C[C@H](NC1)C)C(=O)OC(C)(C)C